C(C)(C)(C)C1=C(C2=C(C(=C1O2)OC)OC)C(C)(C)C di-tert-butyl-dimethoxy-1,4-phenylene ether